tert-butyl 3-(cyclopropylmethyl)-6,7-dihydro-3H-imidazo[4,5-c]pyridine-5(4H)-carboxylate C1(CC1)CN1C=NC2=C1CN(CC2)C(=O)OC(C)(C)C